C(=O)(OC(C)(C)C)NC#CCCC N-Bocpentyne-1-amine